FC1=C(C(=CC=C1)F)S(=O)(=O)NC=1C(=CN(C1)C)F 4-(2,6-difluorophenylsulfonamido)-3-fluoro-1-methyl-1H-pyrrole